4-(2-cyclopropyl-6-(6-(2-(((3-methyloxetan-3-yl)methyl)amino)propan-2-yl)-1-oxoisoindolin-2-yl)pyridin-4-yl)-3-(4-methyl-4H-1,2,4-triazol-3-yl)benzonitrile C1(CC1)C1=NC(=CC(=C1)C1=C(C=C(C#N)C=C1)C1=NN=CN1C)N1C(C2=CC(=CC=C2C1)C(C)(C)NCC1(COC1)C)=O